(R)-8-(1-((2-(Difluoromethyl)-4-fluorophenyl)amino)ethyl)-3,6-dimethyl-2-(tetrahydro-2H-pyran-4-yl)quinazolin-4(3H)-one FC(C1=C(C=CC(=C1)F)N[C@H](C)C=1C=C(C=C2C(N(C(=NC12)C1CCOCC1)C)=O)C)F